2-(1-isopropyl-4-methyl-1H-pyrazol-5-yl)-4-(4-(1-methyl-4-(trifluoromethyl)-1H-imidazol-2-yl)benzyl)-4,5,6,7-tetrahydropyrazolo[1,5-a]pyrimidine C(C)(C)N1N=CC(=C1C1=NN2C(N(CCC2)CC2=CC=C(C=C2)C=2N(C=C(N2)C(F)(F)F)C)=C1)C